FC1=C(C#N)C(=CC=C1C=1C=NN(C1)C)OC 2-fluoro-6-methoxy-3-(1-methyl-1H-pyrazol-4-yl)benzonitrile